C(C)(C)N1N=NC2=C1C=C(C=C2)C2=CC(=NC=C2)NC2=NC=CC(=C2)C(=O)N2CCN(CC2)CC (2-((4-(1-isopropyl-1H-benzo[d][1,2,3]triazol-6-yl)pyridin-2-yl)amino)pyridin-4-yl)(4-ethylpiperazin-1-yl)methanone